tert-butyl N-(2-fluoro-4,5,6,7-tetrahydrobenzothiophen-6-yl)-N-methyl-carbamate FC=1SC2=C(C1)CCC(C2)N(C(OC(C)(C)C)=O)C